N-(3,6-dimethyl-9H-xanthen-9-yl)-4-methyl-2-oxo-6-(trifluoromethyl)-1,2-dihydropyridine-3-carboxamide CC=1C=CC=2C(C3=CC=C(C=C3OC2C1)C)NC(=O)C=1C(NC(=CC1C)C(F)(F)F)=O